ClC=1C=CC(=C(COC2=CC=CC(=N2)C2CCN(CC2)[C@@H](C)C2=NC3=C(N2C[C@H]2OCC2)C=C(C=C3)C(=O)O)C1)F 2-((S)-1-(4-(6-((5-chloro-2-fluorobenzyl)oxy)pyridin-2-yl)piperidin-1-yl)ethyl)-1-(((S)-oxetan-2-yl)methyl)-1H-benzo[d]imidazole-6-carboxylic acid